tris-[(2-ethylhexyl)oxy]propane C(C)C(COC(CC)(OCC(CCCC)CC)OCC(CCCC)CC)CCCC